tert-butyl 3-(4-(3,4-difluoro-2-(trifluoromethyl) phenyl) piperidine-1-carbonyl)-4,5-dihydro-1H-pyrazolo[3,4-c]pyridine-6(7H)-carboxylate FC=1C(=C(C=CC1F)C1CCN(CC1)C(=O)C1=NNC=2CN(CCC21)C(=O)OC(C)(C)C)C(F)(F)F